CC(C(CNC1=NC(=NC2=CC=CC=C12)C1=CNC=C1)N1CCN(CC1)C)C N-(3-methyl-2-(4-methylpiperazin-1-yl)butyl)-2-(1H-pyrrol-3-yl)quinazolin-4-amine